CO[Si](C(C)C)(C(C)C)C(C)C methoxytriisopropylsilane